1-octadecanoyl-2-nonadecanoyl-glycero-3-phosphocholine C(CCCCCCCCCCCCCCCCC)(=O)OCC(OC(CCCCCCCCCCCCCCCCCC)=O)COP(=O)([O-])OCC[N+](C)(C)C